BrC=1C=C(C=CC1)[C@@H](CO[Si](C)(C)C(C)(C)C)N1C(C=C(C=C1)C=1C=C2C(=NN(C2=CC1)C1OCCCC1)C1=CC(=NC=C1)C)=O 1-((S)-1-(3-bromophenyl)-2-((tert-butyldimethylsilyl)oxy)-ethyl)-4-(3-(2-methylpyridin-4-yl)-1-(tetrahydro-2H-pyran-2-yl)-1H-indazol-5-yl)pyridin-2(1H)-one